(R)-7-Isopropyl-4-((R)-3-(methylamino)pyrrolidin-1-yl)-7,8-dihydro-6H-pyrimido[5,4-b][1,4]oxazin-2-amine C(C)(C)[C@H]1NC2=C(OC1)C(=NC(=N2)N)N2C[C@@H](CC2)NC